5-(8-bromo-1,2,3,4-tetrahydronaphthalen-2-yl)-2-(2-chlorophenyl)-4,5,6,7-tetrahydro-3H-imidazo[4,5-c]pyridine BrC=1C=CC=C2CCC(CC12)N1CC2=C(CC1)N=C(N2)C2=C(C=CC=C2)Cl